N-(2,6-dinitrobenzyloxy)carbonyl-N-methylamine [N+](=O)([O-])C1=C(COC(=O)NC)C(=CC=C1)[N+](=O)[O-]